(7S,8aS)-7-(3-(quinoxalin-5-yl)propyl)hexahydropyrrolo[1,2-a]pyrazin-6(2H)-one N1=CC=NC2=C(C=CC=C12)CCC[C@H]1C[C@@H]2N(CCNC2)C1=O